FC=1C=C(C#N)C=C(C1)[C@H]1N(OCC1)C(=O)[C@@H]1CC[C@H](CC1)CC1=CC(=CC(=C1)C=1N(N=CC1)C)F trans-3-fluoro-5-[(3S)-2-[4-[[3-fluoro-5-(2-methylpyrazol-3-yl)phenyl]methyl]cyclohexanecarbonyl]isoxazolidin-3-yl]benzonitrile